5-Bromo-2,3-dimethylpyridine BrC=1C=C(C(=NC1)C)C